OC[C@@H](CC1(CCC1)C)NC(OCC1=CC=CC=C1)=O benzyl N-[(1R)-1-(hydroxymethyl)-2-(1-methylcyclobutyl)ethyl]carbamate